3-(4-phenoxyphenyl)-1-((1r,4r)-4-(piperazin-1-yl)cyclohexyl)-1H-pyrazolo[3,4-d]pyrimidin-4-amine O(C1=CC=CC=C1)C1=CC=C(C=C1)C1=NN(C2=NC=NC(=C21)N)C2CCC(CC2)N2CCNCC2